(3-methoxyphenoxy)-5-fluoroaniline COC=1C=C(ONC2=CC=CC(=C2)F)C=CC1